chloro-4-(4-(trifluoromethyl)piperidin-1-yl)aniline ClNC1=CC=C(C=C1)N1CCC(CC1)C(F)(F)F